C(CCC)C(C(=O)O)(O)C.C(CCC)OC(C(C)O)=O butyl-2-hydroxypropanoate (butyl lactate)